1-(7-(azetidin-1-yl)-10-(4-(((tert-butyldimethylsilyl)oxy)methyl)phenyl)-5,5-dimethyldibenzo[b,e]silin-3(5H)-ylidene)azetidin-1-ium chloride [Cl-].N1(CCC1)C1=CC2=C(C(=C3C([Si]2(C)C)=CC(C=C3)=[N+]3CCC3)C3=CC=C(C=C3)CO[Si](C)(C)C(C)(C)C)C=C1